2-(p-methylphenylethynyl)benzaldehyde CC1=CC=C(C=C1)C#CC1=C(C=O)C=CC=C1